O1CC(C1)OC1=CC=C(C=N1)C=O 6-(oxetan-3-yloxy)-3-pyridinecarboxaldehyde